OCCC1=C(C(=O)[O-])C=CC(=C1)C(=O)[O-] 2-(hydroxyethyl)terephthalat